BrC1=CC=2N(C=C1)C(=C(N2)C2=CC=C(C=C2)OC)C=O 7-bromo-2-(4-methoxyphenyl)imidazo[1,2-a]pyridine-3-carbaldehyde